C(C1=CC=CC=C1)O[C@@H]([C@@H](C(=O)NC)NC(=O)C1CNCC12CN(C2)C(=O)C2C(C2)(C)C)C N-((2S,3R)-3-(benzyloxy)-1-(methylamino)-1-oxobutan-2-yl)-2-(2,2-dimethylcyclopropane-1-carbonyl)-2,6-diazaspiro[3.4]octane-8-carboxamide